CC=1C(=C(C=CC1)O)CC 3-methylethylphenol